(E)-3-(4-isopropylphenyl)-1-(N-methyl-pyrrole-2-yl)prop-2-ene-1-one C(C)(C)C1=CC=C(C=C1)/C=C/C(=O)C=1N(C=CC1)C